(S)-1'-(8-((3-chloro-2-(cyclopropylamino)pyridin-4-yl)thio)-7-methylimidazo[1,2-c]pyrimidin-5-yl)-1,3-dihydrospiro[inden-2,4'-piperidin]-1-amine ClC=1C(=NC=CC1SC=1C=2N(C(=NC1C)N1CCC3(CC1)[C@@H](C1=CC=CC=C1C3)N)C=CN2)NC2CC2